C(C)(C)(C)OC(=O)OC(=O)OC(C)(C)C di(tertbutyl)dicarbonate